C(OC[C@H]1O[C@@]([C@@H]2OC(CCCC(O[C@@H]21)=O)=O)(C#N)C2=CC=C1C(=NC=NN12)N)(OCC(CC)CC)=O ((7aR,8R,10R,10aR)-10-(4-aminopyrrolo[2,1-f][1,2,4]triazin-7-yl)-10-cyano-2,6-dioxooctahydro-2H-furo[3,4-b][1,4]dioxonin-8-yl)methyl (2-ethylbutyl) carbonate